N-(3-hexylpiperidinyl)-(2-ethyl)hexanamide C(CCCCC)C1CN(CCC1)NC(C(CCCC)CC)=O